2-chloromethyl-5-ethyl-nicotinic acid ethyl ester C(C)OC(C1=C(N=CC(=C1)CC)CCl)=O